ethyl 2-{1-[(tert-butoxy) carbonyl]-3-chloroacridin-3-yl}-5-chloro-1,3-thiazole-4-carboxylate C(C)(C)(C)OC(=O)C=1CC(C=C2N=C3C=CC=CC3=CC12)(Cl)C=1SC(=C(N1)C(=O)OCC)Cl